N-[1-[5-bromo-2-[5-(difluoromethoxy)pyrimidin-2-yl]-1,2,4-triazol-3-yl]ethyl]-3-(1-cyano-1-methyl-ethyl)-5-(trifluoromethyl)benzamide BrC=1N=C(N(N1)C1=NC=C(C=N1)OC(F)F)C(C)NC(C1=CC(=CC(=C1)C(F)(F)F)C(C)(C)C#N)=O